CS(=O)(=O)OC(C=1N=NN(C1)CC1CC1)C1=CC(=NN1C1=C(C=C(C=C1)F)[C@@H](C)OCC1=CC=C(C=C1)OC)Cl (3-chloro-1-(4-fluoro-2-((R)-1-((4-methoxybenzyl)oxy)ethyl)phenyl)-1H-pyrazol-5-yl)(1-(cyclopropylmethyl)-1H-1,2,3-triazol-4-yl)methyl methanesulfonate